C(CCCCCCCCCCC)N(CN1N=NC2=C1C=CC=C2)CCCCCCCCCCCC N,N-didodecyl-1H-benzotriazole-1-methanamine